FC=1C=C(C=CC1P(=O)(O)O)[C@H](C(=O)N[C@@H]1B(OC2=C(C1)C=CC=C2C(=O)O)O)NC(=O)C2=CC=C1N2N=CC=C1 (R)-3-((R)-2-(3-fluoro-4-phosphonophenyl)-2-(pyrrolo[1,2-b]pyridazine-7-carboxamido)acetamido)-2-hydroxy-3,4-dihydro-2H-benzo[e][1,2]oxaborinine-8-carboxylic acid